C(=O)(O)C1=CC=C(C=C1)CCN(CCC1=C(C=CC=C1)OCC1=C(C=C(C=C1)C1=CC=C(C=C1)C(F)(F)F)Cl)C=1C(=NC=2CCCCC2C1)C(=O)O {[2-(4-carboxyphenyl)ethyl][2-(2-{[3-chloro-4'-(trifluoromethyl)biphenyl-4-yl]methoxy}-phenyl)-ethyl]-amino}-5,6,7,8-tetrahydroquinoline-2-carboxylic acid